N-(8-fluoro-2-methylimidazo[1,2-a]pyridin-6-yl)-2-methoxy-5-(piperidin-4-yl)quinoline-8-carboxamide FC=1C=2N(C=C(C1)NC(=O)C=1C=CC(=C3C=CC(=NC13)OC)C1CCNCC1)C=C(N2)C